ONC(C1=CC=C(C=C1)CN1N=C(C=C1C1=CC=C(C=C1)OC)C=1C=C2C(N(C=NC2=CC1)C)=O)=O N-hydroxy-4-{[3-(3-methyl-4-oxo-3,4-dihydro-quinazolin-6-yl)-5-(4-methoxyphenyl)-1H-pyrazol-1-yl]methyl}benzamide